4-(5-butyl-2-methylsulfonylpyrimidin-4-yl)-2-methylisoquinolin-1-one C(CCC)C=1C(=NC(=NC1)S(=O)(=O)C)C1=CN(C(C2=CC=CC=C12)=O)C